C(C)(C)(C)OC(=O)N1CCN(CC1)C1CCN(CC1)C1=C(C=C(C(=C1)OC)[N+](=O)[O-])C=C 4-(1-(5-methoxy-4-nitro-2-vinylphenyl)piperidin-4-yl)piperazine-1-carboxylic acid tert-butyl ester